CC(C)OC(OCC([C@H](C[C@H]1C(NCC1)=O)NC([C@@H](NC(=O)C=1NC2=CC=CC(=C2C1)OC)CC(C)C)=O)=O)=O carbonic acid (3S)-3-({N-[(4-methoxy-1H-indol-2-yl) carbonyl]-L-leucinyl} amino)-2-oxo-4-[(3S)-2-oxopyrrolidin-3-yl]Butyl propan-2-yl ester